2-(4-bromophenyl)-4,6-dichloropyrimidine BrC1=CC=C(C=C1)C1=NC(=CC(=N1)Cl)Cl